tripotassium copper [Cu].[K].[K].[K]